The molecule is a medium-chain fatty acyl-CoA having hexanoyl as the S-acyl group. It has a role as a human metabolite, an Escherichia coli metabolite and a mouse metabolite. It derives from a hexanoic acid and a coenzyme A. It is a conjugate acid of a hexanoyl-CoA(4-). CCCCCC(=O)SCCNC(=O)CCNC(=O)[C@@H](C(C)(C)COP(=O)(O)OP(=O)(O)OC[C@@H]1[C@H]([C@H]([C@@H](O1)N2C=NC3=C(N=CN=C32)N)O)OP(=O)(O)O)O